Tert-butyl 4-[4-[3-(difluoromethyl)-4-[[5-[(1R,4R)-2-oxa-5-azabicyclo[2.2.1]heptan-5-yl]pyrazolo[1,5-a]pyrimidine-3-carbonyl]amino]pyrazol-1-yl]cyclohexyl]piperazine-1-carboxylate FC(C1=NN(C=C1NC(=O)C=1C=NN2C1N=C(C=C2)N2[C@H]1CO[C@@H](C2)C1)C1CCC(CC1)N1CCN(CC1)C(=O)OC(C)(C)C)F